(S)-N-(5-(2-amino-[1,2,4]triazolo[1,5-a]pyridin-6-yl)-2-methylpyridin-3-yl)-3-(4-chloro-3-(trifluoromethyl)phenyl)isoxazolidine-2-carboxamide NC1=NN2C(C=CC(=C2)C=2C=C(C(=NC2)C)NC(=O)N2OCC[C@H]2C2=CC(=C(C=C2)Cl)C(F)(F)F)=N1